C(C)(C)(C)C1CCC(CC1)O 4-(tert-butyl)cyclohexanol